(Z,E)-2-(4-methoxyphenyl)([((4-methylphenyl)sulfonyl)oxy]imino)acetonitrile COC1=CC=C(C=C1)/C(/C#N)=N/OS(=O)(=O)C1=CC=C(C=C1)C